tert-Butyl 6-(3,3-dimethylpyrrolidin-1-yl)quinoline-4-carboxylate CC1(CN(CC1)C=1C=C2C(=CC=NC2=CC1)C(=O)OC(C)(C)C)C